benzyl (1-(tert-butyl)-3-(3-(3-(tert-butyl)phenyl)cyclopent-2-en-1-yl)-1H-pyrazol-5-yl)carbamate C(C)(C)(C)N1N=C(C=C1NC(OCC1=CC=CC=C1)=O)C1C=C(CC1)C1=CC(=CC=C1)C(C)(C)C